[PH2]([O-])=S thiophosphinate